OC=1C=C(C=C(C1)O)N(C(=O)C1=CC(=C(C=C1O)CC(=O)O)O)C (4-(3,5-dihydroxyphenyl-methylaminocarbonyl)-2,5-dihydroxyphenyl)acetic acid